7-(4-chloro-2-fluorophenylethoxy)-8-nitro-3,4-dihydroisoquinoline ClC1=CC(=C(C=C1)CCOC1=CC=C2CCN=CC2=C1[N+](=O)[O-])F